N-[2-(cyclohexylsulfamoyl)ethyl]-1-[3-(difluoromethoxy)phenyl]-3,3-dimethyl-2-oxo-indoline-5-carboxamide C1(CCCCC1)NS(=O)(=O)CCNC(=O)C=1C=C2C(C(N(C2=CC1)C1=CC(=CC=C1)OC(F)F)=O)(C)C